OC(C)=C1C(CC(CC1=O)C1=CC=CC=C1)=O 2-(1-hydroxyethylidene)-5-phenylcyclohexane-1,3-dione